C(#N)C[C@H](OC1CCN(CC1)C(=O)OC(C)(C)C)C tert-butyl 4-[(1R)-2-cyano-1-methyl-ethoxy]piperidine-1-carboxylate